(bromomethyl)-4-fluoro-2-(trifluoromethyl)benzene BrCC1=C(C=C(C=C1)F)C(F)(F)F